2-(6-(4-chlorophenyl)-4-oxo-8-(pyridin-3-yl)pyrido[3,4-d]pyrimidin-3(4H)-yl)propanoic acid, 2,2,2-trifluoroacetic acid salt FC(C(=O)O)(F)F.ClC1=CC=C(C=C1)C1=CC2=C(N=CN(C2=O)C(C(=O)O)C)C(=N1)C=1C=NC=CC1